ClC1=C(C=CC(=C1)F)CC(=O)NC1=CN=NC(=C1)Cl (2-chloro-4-fluorophenyl)-N-(6-chloropyridazin-4-yl)acetamide